2,3-dimethyl-alpha-methylstyrene CC1=C(C(=C)C)C=CC=C1C